N4-tert-butyl-1-methyl-1H-pyrazolo[3,4-d]Pyrimidine-4,6-diamine C(C)(C)(C)NC1=C2C(=NC(=N1)N)N(N=C2)C